4,4',6-trimethoxy-[1,1'-biphenyl]-2-carbaldehyde COC=1C=C(C(=C(C1)OC)C1=CC=C(C=C1)OC)C=O